CC=1C=NC=C(C1)C[Sn](C)(C)C 3-methyl-5-((trimethylstannyl)methyl)pyridine